CC=1C=C(C=CC1B1OC(C(O1)(C)C)(C)C)CC(=O)OC(C)(C)C tert-butyl 2-[3-methyl-4-(4,4,5,5-tetramethyl-1,3,2-dioxaborolan-2-yl)phenyl]acetate